N-(4-(3-(2-aminopyrimidin-4-yl)pyridin-2-yloxy)phenyl)-4-(4-methylthiophen-2-yl)phthalazin-1-amine NC1=NC=CC(=N1)C=1C(=NC=CC1)OC1=CC=C(C=C1)NC1=NN=C(C2=CC=CC=C12)C=1SC=C(C1)C